isopropyl((S)-(perfluorophenoxy)(phenoxy)phosphoryl)-L-alaninate C(C)(C)N([C@@H](C)C(=O)[O-])[P@](=O)(OC1=CC=CC=C1)OC1=C(C(=C(C(=C1F)F)F)F)F